2-(4-benzyloxy-2-chloro-6-methyl-3-pyridinyl)-1,3,4-oxadiazole C(C1=CC=CC=C1)OC1=C(C(=NC(=C1)C)Cl)C=1OC=NN1